(S)-5-(4-(2-(2,6-dioxopiperidin-3-yl)-1-oxoisoindolin-5-yl)piperazin-1-yl)pentanoic acid O=C1NC(CC[C@@H]1N1C(C2=CC=C(C=C2C1)N1CCN(CC1)CCCCC(=O)O)=O)=O